4-(2-((N,N-dimethylsulfamoyl)amino)pyrimidin-4-yl)-N-(5-(6-ethoxypyrazin-2-yl)pyridin-2-yl)tetrahydro-2H-pyran-4-carboxamide CN(S(=O)(=O)NC1=NC=CC(=N1)C1(CCOCC1)C(=O)NC1=NC=C(C=C1)C1=NC(=CN=C1)OCC)C